(±)-5-methoxy-4-((2-(4-(methoxycarbonyl)phenyl)-4-(oxetane-3-yl)piperazine-1-yl)methyl)-7-methyl-1H-indole-1-carboxylic acid tert-butyl ester C(C)(C)(C)OC(=O)N1C=CC2=C(C(=CC(=C12)C)OC)CN1[C@@H](CN(CC1)C1COC1)C1=CC=C(C=C1)C(=O)OC |r|